C1=CC=CC=2C3=CC=CC=C3C(C12)COC(=O)N[C@@H](C(=O)ON1C(CCC1=O)=O)CC(C)C (2,5-dioxopyrrolidin-1-yl) (2R)-2-(9H-fluoren-9-ylmethoxycarbonylamino)-4-methyl-pentanoate